COCCN1CC2(CNC2)C1 6-(2-methoxyethyl)-2,6-diazaspiro[3.3]Heptane